1-methyl-N4-(5-(1-methyl-1H-benzo[d][1,2,3]triazol-6-yl)pyrrolo[2,1-f][1,2,4]triazin-2-yl)cyclohexane-1,4-diamine CC1(CCC(CC1)NC1=NN2C(C=N1)=C(C=C2)C=2C=CC1=C(N(N=N1)C)C2)N